C1(=CC=CC=C1)CC(CC(C)=O)=O 1-phenyl-2,4-pentanedione